FC1=C(OC(=O)C2=NN3C(C=C(C=C3)CP(O)(O)=O)=C2)C(=C(C(=C1F)F)F)F ((2-((perfluorophenoxy)carbonyl)pyrazolo[1,5-a]pyridin-5-yl)methyl)phosphonic acid